OCCCN(CCCCCC(=O)OC(CCCCCCCC)CCCCCCCC)CCCCCC(=O)OCCCCCCCCC heptadecan-9-yl 6-((3-hydroxypropyl)(6-(nonyloxy)-6-oxohexyl)amino)-hexanoate